3-tert-butyl-2'-((3-tert-butyl-2-hydroxy-5-methylphenyl)(3-(phenylsulfanyl)propyl)amino)-5-methyl-[1,1'-biphenyl]-2-ol C(C)(C)(C)C1=C(C(=CC(=C1)C)C1=C(C=CC=C1)N(CCCSC1=CC=CC=C1)C1=C(C(=CC(=C1)C)C(C)(C)C)O)O